1-(2-((R)-6,6-dimethyltetrahydro-2H-pyran-3-yl)-6-methylphenoxy)-N-((6-((S)-3-hydroxypyrrolidin-1-yl)pyridin-2-yl)sulfonyl)cyclopropane-1-carboxamide CC1(CC[C@@H](CO1)C1=C(OC2(CC2)C(=O)NS(=O)(=O)C2=NC(=CC=C2)N2C[C@H](CC2)O)C(=CC=C1)C)C